ethyldimethyl-[3-trimethoxysilylpropyl]ammonium chloride [Cl-].C(C)[N+](CCC[Si](OC)(OC)OC)(C)C